ClC1=CC=C(C=C1)C=1N=C(SC1)NCSNC(C1=CC(=C(C(=C1)O)O)O)=O N-((4-(4-chlorophenyl)thiazole-2-yl)aminomethylthio)-3,4,5-trihydroxybenzamide